3-(trifluoromethyl)pyrazin-2(1H)-one FC(C=1C(NC=CN1)=O)(F)F